C[C@H](CC[C@@H](C(C)C)O)[C@H]1CC[C@@H]2[C@@]1(CC[C@H]3[C@H]2CC[C@@H]4[C@@]3(CC[C@@H](C4)O)C)C The molecule is a cholestanoid that is cholestanol substituted by a hydroxy group at position 24S. It is a 3beta-hydroxy steroid, a cholestanoid and a 24-hydroxy steroid. It derives from a (5alpha)-cholestan-3beta-ol.